[Pd](Cl)Cl.CN(C)CC1=CC=CC=C1 N,N-dimethylbenzylamine palladium (II) chloride